ClC=1NN(C(=CC1)Cl)[C@H]1[C@H](CC2=CC=CC=C12)O |o1:8,9| rel-3,6-dichloro-N-[(1R,2S)-2-hydroxy-2,3-dihydro-1H-inden-1-yl]pyridazine